calcium xylenol C1(C(C=CC=C1)C)(C)O.[Ca]